C1(CCCCCCC1)C(C(=O)NC1=CC(=C(C=C1)N1CCOCC1)F)NC(=O)C=1C(=NOC1)C N-{1-Cyclooctyl-2-[3-fluoro-4-(morpholin-4-yl)anilino]-2-oxo-ethyl}-3-methyl-isoxazole-4-carboxamide